2-amino-propargyl-acetamide NC(C(=O)N)CC#C